CNC(O[C@@H]1CC[C@H](CC1)C(N(C1=NC=CC(=C1)C=1C=NN(C1)C1CC1)C[C@@H]1CC[C@H](CC1)C1=NC(=C(C=C1)OC)C#N)=O)=O trans-4-(((trans-4-(6-Cyano-5-methoxy-pyridin-2-yl)cyclohexyl)methyl)(4-(1-cyclopropyl-1H-pyrazol-4-yl)pyridin-2-yl)carbamoyl)-cyclohexyl methyl-carbamate